BrC1=CC(=C(C(=C1)[N+](=O)[O-])O)[C@H](C(=C)C)C1=CC=CC=C1 |r| (±)-4-Bromo-2-(2-methyl-1-phenylallyl)-6-nitrophenol